C(C)N(C(CC1=NSC=N1)C)CC 3-(2-(diethylamino)propyl)-1,2,4-thiadiazole